C(=O)(P([O-])([O-])=O)P([O-])([O-])=O.[Na+].[Na+].[Na+].[Na+].C(C)C1=C(C=C(C(=C1)O)F)C1=CC=C2C(=NNC2=C1)C1=NC2=C(N1)CN(C2)C(=O)N2CC(C2)O (2-(6-(2-ethyl-5-fluoro-4-hydroxyphenyl)-1H-indazol-3-yl)-4,6-dihydropyrrolo[3,4-d]imidazol-5(1H)-yl)(3-hydroxyazetidin-1-yl)methanone tetrasodium carbonylbisphosphonate